OCCN(CC(=O)O)C 2-((2-hydroxyethyl)(methyl)amino)acetic acid